p-sulfotyrosine S(=O)(=O)(O)C1(CC=C(C[C@H](N)C(=O)O)C=C1)O